fluoro-2-(5-fluoro-1-(2-fluorobenzyl)-1H-pyrazolo[3,4-b]pyridin-3-yl)pyrimidin-4-ol FC=1C(=NC(=NC1)C1=NN(C2=NC=C(C=C21)F)CC2=C(C=CC=C2)F)O